O[C@@H]1[C@@H](CO[C@@H]([C@@H]1O)CO)N1C(C=CC1=O)=O ((3R,4R,5R,6R)-4,5-dihydroxy-6-(hydroxymethyl)tetrahydro-2H-pyran-3-yl)-1H-pyrrole-2,5-dione